O=C1NC(CCC1N1C(C2=CC=C(C=C2C1=O)N1CC(C1)NC(C1=NC=C(C=C1)N1CCN(CC1)CC=1C=NC=2C=C(C(NC2C1)=O)CC)=O)=O)=O N-(1-(2-(2,6-dioxopiperidin-3-yl)-1,3-dioxoisoindolin-5-yl)azetidin-3-yl)-5-(4-((7-ethyl-6-oxo-5,6-dihydro-1,5-naphthyridin-3-yl)methyl)piperazin-1-yl)picolinamide